FS(C1=C(OC2=CC=C(C=C2)C2C=3C(NC(C2)=O)=NNC3)C=CC=C1)(F)(F)(F)F 4-{4-[2-(Pentafluoro-λ6-sulfanyl)phenoxy]phenyl}-2H,4H,5H,6H,7H-pyrazolo[3,4-b]pyridin-6-on